NC1=C(C=CC(=C1)C(F)(F)F)N1CC(C1)O 1-(2-amino-4-(trifluoromethyl)phenyl)azetidin-3-ol